C(C)C1(COC1)C(=O)NC1=CC=C(C=C1)C=1OC2=C(N1)C=CC=C2F 3-ethyl-N-[4-(7-fluoro-1,3-benzooxazol-2-yl)phenyl]oxetane-3-carboxamide